(R)-7-(4-bromo-3-(trifluoromethyl)benzoyl)-2-hydrazino-6-methyl-3-(1-methyl-1H-benzo[d]imidazol-5-yl)-5,6,7,8-tetrahydropyrido[3,4-d]pyrimidin-4(3H)-one BrC1=C(C=C(C(=O)N2CC=3N=C(N(C(C3C[C@H]2C)=O)C2=CC3=C(N(C=N3)C)C=C2)NN)C=C1)C(F)(F)F